F[C@H](CNC1=NC=C(C(=N1)NC1CCC(CC1)O)C1=NC=C(C=C1)CF)CC (1S,4r)-4-((2-(((S)-2-fluorobutyl)amino)-5-(5-(fluoromethyl)pyridin-2-yl)pyrimidin-4-yl)amino)cyclohexan-1-ol